(E)-(3,3-difluoroprop-1-en-1-yl)diphenylsulfonium FC(/C=C/[S+](C1=CC=CC=C1)C1=CC=CC=C1)F